3-chloro-6-phenyl-5H-thiazolo[3,2-a]Pyridin-5-one ClC1=CSC=2N1C(C(=CC2)C2=CC=CC=C2)=O